C1(CC1)N1C(=NC2=NC=C(C=C21)C=2C=CN1N=CN=C(C12)OCC(C)F)C 1-cyclopropyl-6-(4-(2-fluoropropoxy)pyrrolo[2,1-f][1,2,4]triazin-5-yl)-2-methyl-1H-imidazo[4,5-b]pyridine